C(C)(C)(C)N1N=C(C=C1C1CC(CO1)=O)NC=1C=CC2=C(CN(S2(=O)=O)CC2=CC=C(C=C2)OC)C1F 5-(1-(tert-butyl)-3-((4-fluoro-2-(4-methoxybenzyl)-1,1-dioxido-2,3-dihydrobenzo[d]isothiazol-5-yl)amino)-1H-pyrazol-5-yl)dihydrofuran-3(2H)-one